6'-(((1S,3S)-3-((6-(Hydroxymethyl)-3H-imidazo[4,5-b]pyridin-2-yl)amino)cyclopentyl)amino)-2H-[1,3'-bipyridin]-2-one OCC=1C=C2C(=NC1)NC(=N2)N[C@@H]2C[C@H](CC2)NC2=CC=C(C=N2)N2C(C=CC=C2)=O